C(C)N1N=NC=C1C=1C=C(C(=O)O)C=C(C1)F 3-(1-ethyl-1H-1,2,3-triazol-5-yl)-5-fluorobenzoic acid